N1(CCC1)C1=C(C=NC(=C1)NC1=NNC(=C1)C)F 4-(azetidin-1-yl)-3-fluoro-6-((5-methyl-1H-pyrazol-3-yl)amino)pyridin